8-[(1S)-1-chloroethyl]-3,6-dimethyl-2-phenyl-chromen-4-one Cl[C@@H](C)C=1C=C(C=C2C(C(=C(OC12)C1=CC=CC=C1)C)=O)C